C(CCCCCC=CC=CC)CC(=O)O.ClC1=CC=C(C(=C1NC=1N(C2=NC(=NC=C2N1)NC1CCOCC1)C1CCC(CC1)C(=O)N)F)F (1s,4s)-4-(8-(6-chloro-2,3-difluorophenylamino)-2-(tetrahydro-2H-pyran-4-ylamino)-9H-purin-9-yl)cyclohexanecarboxamide 7,9-undecadienyl-acetate